[3-(cyclopropylsulfamoylamino)-2-fluoro-phenyl]-[5-(2-methoxypyrimidin-5-yl)-1H-pyrrolo[2,3-b]pyridin-3-yl]methanone C1(CC1)NS(=O)(=O)NC=1C(=C(C=CC1)C(=O)C1=CNC2=NC=C(C=C21)C=2C=NC(=NC2)OC)F